C(C)(C)(C)OC(=O)N1CC(NC(C1)C)C 3,5-Dimethylpiperazine-1-carboxylic acid tert-butyl ester